NC1=CC(=NN1)C=1C=C(C=C(C1)Cl)[C@@H]1COCCN1C(C=C)=O (R)-1-(3-(3-(5-amino-1H-pyrazol-3-yl)-5-chlorophenyl)morpholino)prop-2-en-1-one